ClC=1C=C(C=CC1Cl)C1CNCCOC1 6-(3,4-dichlorophenyl)-1,4-oxazepane